N-(5-Chloro-2,3-dihydro-1H-inden-2-yl)-5-((S)-2,2,2-trifluoro-1-(methylamino)ethyl)pyridin-2-amine ClC=1C=C2CC(CC2=CC1)NC1=NC=C(C=C1)[C@@H](C(F)(F)F)NC